(2-Methoxy-4-nitrophenyl)3-(4-nitrophenyl)5-(2,4-disulfophenyl)2H-tetrazolium monosodium salt [Na+].COC1=C(C=CC(=C1)[N+](=O)[O-])[NH+]1NN(N=C1C1=C(C=C(C=C1)S(=O)(=O)O)S(=O)(=O)O)C1=CC=C(C=C1)[N+](=O)[O-]